4-(2-(2,4-difluorophenoxy)-5-(ethylsulfonylamino)phenyl)-2-ethoxy-6-(methyl-d3)pyridine 1-oxide FC1=C(OC2=C(C=C(C=C2)NS(=O)(=O)CC)C2=CC(=[N+](C(=C2)C([2H])([2H])[2H])[O-])OCC)C=CC(=C1)F